1,1-dioxido-6-bromo-2-(4-methoxybenzyl)-2,3-dihydrobenzo[d]isothiazole O=S1(N(CC2=C1C=C(C=C2)Br)CC2=CC=C(C=C2)OC)=O